[Si](C)(C)(C(C)(C)C)O[C@@H]1C[C@H](N(C1)C(=O)OC(C)(C)C)C1=CC=NN1 (2S,4R)-tert-butyl 4-((tert-butyldimethylsilyl)oxy)-2-(1H-pyrazol-5-yl)pyrrolidine-1-carboxylate